N-((1H-pyrrolo[3,2-c]pyridine-2-yl)methyl)-2-(5-(isoindolin-2-yl)-6-oxo-2-phenylpyrimidin-1(6H)-yl)acetamide N1C(=CC=2C=NC=CC21)CNC(CN2C(=NC=C(C2=O)N2CC1=CC=CC=C1C2)C2=CC=CC=C2)=O